1-(5-amino-4-methylpyridin-2-yl)propan-1-one NC=1C(=CC(=NC1)C(CC)=O)C